N1(CCNCC1)CC1CCC(CC1)N1CCC(CC1)N1C[C@H]2N(C=3C(=NN=C(C3)C3=C(C=CC=C3)O)NC2)CC1 (S)-2-(8-(1-(4-(piperazin-1-ylmethyl)cyclohexyl)piperidin-4-yl)-6,6a,7,8,9,10-hexahydro-5H-pyrazino[1',2':4,5]pyrazino[2,3-c]pyridazin-2-yl)phenol